(±)-2-fluoro-6,7,8,9-tetrahydro-5H-5,8-epiminobenzo[7]annulene FC=1C=CC2=C(CC3CCC2N3)C1